CC1(OB(OC1(C)C)C1=CC=C(C=C1)NC1=CC=C(C=C1)C1=CC=CC=C1)C N-[4-(4,4,5,5-tetramethyl-1,3,2-dioxaborolan-2-yl)phenyl]-[1,1'-biphenyl]-4-amine